3-methoxy-4-hydroxymandelic acid sodium salt [Na+].COC=1C=C(C(C(=O)[O-])O)C=CC1O